Cl.C(C)N(CC)CC Triethylamine-HCl